BrC1=C(C=C2NC(C=3N(C2=C1F)C(=CN3)C)(C)C)F 8-bromo-7,9-difluoro-1,4,4-trimethyl-4,5-dihydroimidazo[1,2-a]quinoxaline